2''-[1,5,9-triazacyclododecane-1,5,9-triyltri(methylene)]tris[6-(aminomethyl)-4-methylphenol] N1(CCCN(CCCN(CCC1)CC1=C(C(=CC(=C1)C)CN)O)CC1=C(C(=CC(=C1)C)CN)O)CC1=C(C(=CC(=C1)C)CN)O